4-[(2S)-2-{[(tert-butyldimethylsilyl)oxy]methyl}azetidin-1-yl]-7-chloro-8-methyl-2-(methylsulfanyl)pyrano[4,3-d]pyrimidin-5-one [Si](C)(C)(C(C)(C)C)OC[C@H]1N(CC1)C=1C2=C(N=C(N1)SC)C(=C(OC2=O)Cl)C